CCC(CC)C1=C(C(=CC=C1)C(CC)CC)N1C(N(C=C1)C1=C(C=CC=C1C(CC)CC)C(CC)CC)=[Pd-3](C1=NC=CC=C1Cl)(Cl)Cl [1,3-bis(2,6-bis(3-pentyl)phenyl)imidazol-2-ylidene](3-Chloropyridinyl)palladium (II) dichloride